BrC=1C=C2C(C(=CN(C2=CC1N1[C@H](CCC1)COC1=NC=CC=C1C)C1(CC1)C)C(=O)OCC)=O ethyl 6-bromo-1-(1-methylcyclopropyl)-7-[(2R)-2-{[(3-methylpyridin-2-yl) oxy]methyl}pyrrolidin-1-yl]-4-oxo-1,4-dihydroquinoline-3-carboxylate